Methyl 3-(((1r,4r)-4-((3,5-dichloropyridin-2-yl)oxy)cyclohexyl)amino)-2-fluoro-4-nitrobenzoate ClC=1C(=NC=C(C1)Cl)OC1CCC(CC1)NC=1C(=C(C(=O)OC)C=CC1[N+](=O)[O-])F